C(#N)C1=CC=C(O1)COC=1C(=CC(=NC1)NC(C)=O)NC1=NC(=NC(=C1)C)C(C)(F)F N-(5-((5-cyanofuran-2-yl)methoxy)-4-((2-(1,1-difluoroethyl)-6-methylpyrimidin-4-yl)amino)pyridin-2-yl)acetamide